4-hydroxy-6-(1-methyl-1H-pyrazol-4-yl)pyrazolo[1,5-a]Pyrazine OC=1C=2N(C=C(N1)C=1C=NN(C1)C)N=CC2